trimethyltrimethylammonium chloride [Cl-].CC([NH+](C)C)(C)C